N,1-bis(2-methoxyethyl)-2-((6-(trifluoromethoxy)benzo[d]oxazol-2-yl)amino)-1H-benzo[d]imidazole-5-carboxamide COCCNC(=O)C1=CC2=C(N(C(=N2)NC=2OC3=C(N2)C=CC(=C3)OC(F)(F)F)CCOC)C=C1